phenyl-4-(tert-butyl)benzoate C1(=CC=CC=C1)OC(C1=CC=C(C=C1)C(C)(C)C)=O